O=C1CC2=CC=C(C=C2C1)NC(C=C)=O N-(2-oxo-2,3-dihydro-1H-inden-5-yl)acrylamide